benzyl (3-(5-chloro-2-(4-fluoro-1H-pyrazol-1-yl)phenyl)cyclobutyl)carbamate ClC=1C=CC(=C(C1)C1CC(C1)NC(OCC1=CC=CC=C1)=O)N1N=CC(=C1)F